[Ti].[Si] silicon-titanium salt